C[O-].[Li+] Lithium methanolate